(2S)-N-(4-(cyclopropylamino)-3,4-dioxo-1-((S)-2-oxopyrrolidin-3-yl)butan-2-yl)-2-(2-(2,4-dichlorophenoxy)acetamido)-4,4-dimethylpentanamide C1(CC1)NC(C(C(C[C@H]1C(NCC1)=O)NC([C@H](CC(C)(C)C)NC(COC1=C(C=C(C=C1)Cl)Cl)=O)=O)=O)=O